ClC1=CC(=C(N(C1=O)CC)C1=C(C=CC=C1F)F)/C=C/C#N (E)-3-(5-chloro-1-ethyl-6-oxo-2-(2,6-difluorophenyl)-1,6-dihydropyridin-3-yl)acrylonitrile